7-(6-(1H-1,2,4-triazol-3-yl)pyridin-3-yl)-1-(trans-4-hydroxycyclohexyl)-3,4-dihydropyrazino[2,3-b]pyrazin-2(1H)-one N1N=C(N=C1)C1=CC=C(C=N1)C1=CN=C2C(=N1)N(C(CN2)=O)[C@@H]2CC[C@H](CC2)O